FC1=CC=C(C=C1)N1N=CC2=C(C=C(C=C12)C(=O)N[C@H](C)C=1C=NC(=NC1)C(F)(F)F)C=1SC(=CN1)C (R)-1-(4-fluorophenyl)-4-(5-methylthiazol-2-yl)-N-(1-(2-(trifluoromethyl)pyrimidin-5-yl)ethyl)-1H-indazole-6-carboxamide